5-(8-((1S,2S)-2-(4,7-difluoro-1-(2,2,2-trifluoroethyl)-1H-indazol-6-yl)cyclopropyl)imidazo[1,2-b]pyridazin-6-yl)pyrimidine-2,4(1H,3H)-dione FC1=C2C=NN(C2=C(C(=C1)[C@@H]1[C@H](C1)C=1C=2N(N=C(C1)C=1C(NC(NC1)=O)=O)C=CN2)F)CC(F)(F)F